N1=C(C=CC=C1)SSC1=CC=C(CO)C=C1 4-(2-pyridyldithio)-benzyl alcohol